C(C)OC(CN1C2CC(CC1CCC2)C(=O)OCC)=O Ethyl 9-(2-ethoxy-2-oxoethyl)-9-azabicyclo[3.3.1]nonane-3-carboxylate